Hexahydro-phthalaldehyd C(C1C(C=O)CCCC1)=O